C(CCCCCCC(=O)OC(CCCCCCC)C)(=O)OCC(COC(CCCCCCC(=O)OC(CCCCCCC)C)=O)(COC(CCCCCCC(=O)OC(CCCCCCC)C)=O)CO O1-[2-(hydroxymethyl)-3-[8-(1-methyloctoxy)-8-oxo-octanoyl]oxy-2-[[8-(1-methyloctoxy)-8-oxo-octanoyl]oxymethyl]propyl] O8-(1-methyloctyl) octanedioate